2-(4-Chlorophenyl)-6H-imidazo[1,2-a]pyrrolo[2,3-e]pyridine ClC1=CC=C(C=C1)C=1N=C2N(C3=C(C=C2)NC=C3)C1